COC[C@@H]1C[C@H](CCC1)C1=NC2=CC=C(C=C2C=C1)CO (2-((1S,3S)-3-(Methoxymethyl)cyclohexyl)quinolin-6-yl)methanol